1-Cyclohexyl-1-butanol C1(CCCCC1)C(CCC)O